NC1=C(C2=C(N=C(N=C2)N(CC)CC)N1C1=C(C(=CC=C1C)OC)C)C#N 6-amino-2-(diethylamino)-7-(3-methoxy-2,6-dimethylphenyl)-7H-pyrrolo[2,3-d]pyrimidine-5-carbonitrile